[S-2].[Ba+2] Barium sulfid